1-((2-(2,6-dioxopiperidin-3-yl)-1,3-dioxoisoindolin-4-yl)amino)-3,6,9,12,15,18,21,24-octaoxaheptacosan-27-oic acid O=C1NC(CCC1N1C(C2=CC=CC(=C2C1=O)NCCOCCOCCOCCOCCOCCOCCOCCOCCC(=O)O)=O)=O